C(#N)C=1C=CC(=NC1)N1N=CN=C1[C@H](C)NC(OC(C)(C)C)=O Tert-butyl {(1S)-1-[1-(5-cyanopyridin-2-yl)-1H-1,2,4-triazol-5-yl]ethyl}carbamate